COC(=O)C=1C=2C(C(C(NC2C=C(C1)F)C)C1=C(C=C(C=C1)C#N)F)=O 3-(4-cyano-2-fluorophenyl)-7-fluoro-2-methyl-4-oxo-2,3-dihydro-1H-quinoline-5-carboxylic acid methyl ester